C(C1=CC=CC=C1)N1C(C2(C(C2C1=O)C(=O)OCC)C(C)C)=O ethyl 3-benzyl-1-isopropyl-2,4-dioxo-3-azabicyclo[3.1.0]hexane-6-carboxylate